NC[C@@H](C(C)C)O (R)-1-amino-3-methyl-2-butanol